OC[C@@H](C)NC(=O)C1=CC2=CC(NC(=C2CC1)C1=CC=C(C=C1)C(F)(F)F)=O (R)-N-(1-hydroxypropan-2-yl)-3-oxo-1-(4-(trifluoromethyl)phenyl)-2,3,7,8-tetrahydroisoquinoline-6-carboxamide